(8S,11S)-10-[1-(2,4-difluorophenyl)pyrazolo[3,4-d]pyrimidin-4-yl]-7-oxa-1,10,13,20-tetrazapentacyclo[15.6.1.12,6.18,11.021,24]hexacosa-2(26),3,5,17,19,21(24)-hexaen-12-one FC1=C(C=CC(=C1)F)N1N=CC=2C1=NC=NC2N2C[C@H]1OC3=CC=CC(N4CCC=5N=CC=C(CCCNC([C@@H]2C1)=O)C45)=C3